ethyl 1-(pyrimidin-2-yl)-5-(trifluoromethyl)-1H-pyrazole-4-carboxylate N1=C(N=CC=C1)N1N=CC(=C1C(F)(F)F)C(=O)OCC